(2R,3S,4S)-4-hydroxy-2-[(4-methoxyphenyl)methyl]pyrrolidin-3-yl N-{2-[(3R)-pyrrolidin-3-yloxy]ethyl}carbamate N1C[C@@H](CC1)OCCNC(O[C@H]1[C@H](NC[C@@H]1O)CC1=CC=C(C=C1)OC)=O